(5S,6S,9R)-5-amino-6-(2,3-difluorophenyl)-6,7,8,9-tetrahydro-5H-cyclohepta[b]pyridine-9-yl-4-(2-oxo-2,3-dihydro-1H-imidazo[4,5-b]pyridine-1-yl)piperidine-1-carboxylate N[C@H]1[C@@H](CC[C@H](C2=NC=CC=C21)OC(=O)N2CCC(CC2)N2C(NC1=NC=CC=C12)=O)C1=C(C(=CC=C1)F)F